C(C1=CC=CC=C1)OC(=O)N1CCC2(CC1)CCC(CC2)CN2CCN(CC2)C(=O)OC(C)(C)C 9-((4-(tert-butoxycarbonyl)piperazin-1-yl)methyl)-3-azaspiro[5.5]Undecane-3-carboxylic acid benzyl ester